2-[1-[3-(3-fluorophenyl)prop-2-ynyl]pyrazol-4-yl]-5-propyl-3H-imidazo[2,1-b]purin-4-one FC=1C=C(C=CC1)C#CCN1N=CC(=C1)C1=NC=2N3C(N(C(C2N1)=O)CCC)=NC=C3